FC1=C(C=CC(=C1)O)C1=NN2C(N=CC=C2)=C1C(=O)N[C@@H]1C(NC2=C(C(=N1)C1=CC=CC=C1)C=CC=C2)=O 2-(2-Fluoro-4-hydroxyphenyl)-N-[(3S)-2-oxo-5-phenyl-1,3-dihydro-1,4-benzodiazepin-3-yl]pyrazolo[1,5-a]pyrimidine-3-carboxamide